C1(=CC=CC=C1)P(C1=CC=C(C=C1)[Si](C1=CC=CC=C1)(C1=CC=CC=C1)C1=CC=CC=C1)(C1=CC=CC=C1)=O diphenyl-4-triphenylsilylphenyl-phosphine oxide